7-azabicyclo[2.2.1]heptane-2-carboxylic acid C12C(CC(CC1)N2)C(=O)O